styrylmethyltrimethylammonium chloride [Cl-].C(=CC1=CC=CC=C1)C[N+](C)(C)C